(α-naphthyl)-1-ethylcarbamate C1(=CC=CC2=CC=CC=C12)OC(NCC)=O